N[C@@H](CCCCN)C(=O)O Z-L-lysine